C1=CC=CC=2C3=CC=CC=C3C(C12)COC(=O)N[C@H]1[C@@H](CCC1)C(=O)O (1R,2R)-2-(9H-fluoren-9-ylmethoxycarbonyl-amino)cyclopentane-1-carboxylic acid